C(C)OC=1C=NC(=NC1)N1CCC(CC1)CCCOC1=CC(=C(C(=C1)F)CC(=O)N1C[C@@H](CC1)CNC[C@@H]([C@H]([C@@H]([C@@H](CO)O)O)O)O)F 2-[4-[3-[1-(5-ethoxypyrimidin-2-yl)-4-piperidyl]propoxy]-2,6-difluoro-phenyl]-1-[(3S)-3-[[[(2S,3R,4R,5R)-2,3,4,5,6-pentahydroxyhexyl]amino]methyl]pyrrolidin-1-yl]ethanone